4-(tert-butyl)quinolin-5-ol C(C)(C)(C)C1=CC=NC=2C=CC=C(C12)O